3-amino-6-[4-[[(2R)-2-(3,5-difluorophenyl)-2-hydroxy-acetyl]amino]-2-methyl-phenyl]-N-methyl-pyrazine-2-carboxamide NC=1C(=NC(=CN1)C1=C(C=C(C=C1)NC([C@H](O)C1=CC(=CC(=C1)F)F)=O)C)C(=O)NC